(S)-N-((4-(6-(6-(Trifluoromethyl)imidazo[1,2-b]pyridazin-3-yl)pyrimidin-4-yl)morpholin-2-yl)methyl)methanesulfonamide FC(C=1C=CC=2N(N1)C(=CN2)C2=CC(=NC=N2)N2C[C@H](OCC2)CNS(=O)(=O)C)(F)F